C(/C1=CC=CC=C1)=N\S(=O)(=O)C1=CC=CC=C1 (E)-N-benzylidenebenzenesulfonamide